CN1N=CC=2C1=NC(=CC2N2CC1=C(CC2)N(N=C1C)CC12CCC(CC1)(CC2)NC(CO)C)C 2-((4-((5-(1,6-dimethyl-1H-pyrazolo[3,4-b]pyridin-4-yl)-3-methyl-4,5,6,7-tetrahydro-1H-pyrazolo[4,3-c]pyridin-1-yl)methyl)bicyclo[2.2.2]octan-1-yl)amino)propan-1-ol